2-(2-bromo-3,3-difluoroallyl)thiothiophene BrC(CSC=1SC=CC1)=C(F)F